6-((3-(4-(2-(2-Aminopyridin-3-yl)-5-phenyl-3H-imidazo[4,5-b]pyridin-3-yl)benzyl)-3-azabicyclo[3.2.1]octan-8-yl)amino)pyrimidine-4-carbonitrile NC1=NC=CC=C1C1=NC=2C(=NC(=CC2)C2=CC=CC=C2)N1C1=CC=C(CN2CC3CCC(C2)C3NC3=CC(=NC=N3)C#N)C=C1